CN(CCCNC1=C(C(C1=O)=O)NC(CCCCCCCC)CCCCCCCC)C 9-((2-((3-(dimethylamino)propyl)amino)-3,4-dioxocyclobut-1-en-1-yl)amino)heptadecane